methyl 2-[(2E)-bicyclo[2.2.1]heptan-2-ylidene]acetate C12\C(\CC(CC1)C2)=C\C(=O)OC